OC(=O)C(F)(F)F.O=C1NC(CCC1N1C(C2=CC=C(C=C2C1=O)O[C@H]1CN(C[C@@H](C1)OC1CCNCC1)C)=O)=O 2-(2,6-dioxopiperidin-3-yl)-5-[[(3R,5R)-1-methyl-5-(piperidin-4-yloxy)piperidin-3-yl]oxy]isoindole-1,3-dione TFA salt